5-methoxy-N1-(2-methoxyphenyl)-2-methylbenzene-1,3-diamine COC=1C=C(C(=C(C1)NC1=C(C=CC=C1)OC)C)N